N1=C(C=C2N1C=CC=C2)[C@@H]2N(CCC1=C2N=CN1)C1=NC=C(C=N1)C(=O)N1CCCC1 (R)-(2-(4-(pyrazolo[1,5-a]pyridin-2-yl)-1,4,6,7-tetrahydro-5H-imidazo[4,5-c]pyridin-5-yl)pyrimidin-5-yl)(pyrrolidin-1-yl)methanone